BrC1=CC=C(C=N1)CC(C(C(C)(C)C)O)N1N=CN=C1 1-(6-bromopyridin-3-yl)-4,4-dimethyl-2-(1H-1,2,4-triazol-1-yl)pentan-3-ol